(R)-N-((3-fluoro-5-(trifluoromethyl)pyridin-2-yl)methyl)-1-(pyrimidin-2-yl)ethan-1-amine FC=1C(=NC=C(C1)C(F)(F)F)CN[C@H](C)C1=NC=CC=N1